5-bromoisoquinolinone BrC1=C2C=CNC(C2=CC=C1)=O